CN(CCCC(C)OC1=CC=C2CCC3(C2=C1)CCC(CC3)C(=O)O)CCC3=CC=CC=C3 6'-({5-[methyl(2-phenylethyl)amino]pentan-2-yl}oxy)-2',3'-dihydrospiro[cyclohexane-1,1'-indene]-4-carboxylic acid